2,2'-dimethyl-1,1'-binaphthyl CC1=C(C2=CC=CC=C2C=C1)C1=C(C=CC2=CC=CC=C12)C